hexylpiperidinium ammonium salt [NH4+].C(CCCCC)[NH+]1CCCCC1